[(E)-3-[2-(4-benzyloxy-1,6-naphthyridin-2-yl)-5-tert-butyl-phenyl]allyloxy]-tert-butyl-dimethyl-silane C(C1=CC=CC=C1)OC1=CC(=NC2=CC=NC=C12)C1=C(C=C(C=C1)C(C)(C)C)/C=C/CO[Si](C)(C)C(C)(C)C